2,4-dihydroxy-5-isopropyl-N-phenyl-N-propylbenzamide OC1=C(C(=O)N(CCC)C2=CC=CC=C2)C=C(C(=C1)O)C(C)C